Tert-butyl (3R,4R)-4-(((7-((tert-butoxycarbonyl) ((4-cyclopropylthiazol-2-yl) methyl) amino)-3-isopropylpyrazolo[1,5-a]pyrimidin-5-yl) amino) methyl)-3-hydroxypiperidine-1-carboxylate C(C)(C)(C)OC(=O)N(C1=CC(=NC=2N1N=CC2C(C)C)NC[C@@H]2[C@H](CN(CC2)C(=O)OC(C)(C)C)O)CC=2SC=C(N2)C2CC2